7-(3-((3-fluoropyridin-4-yl)amino)-7,8-dihydro-1,6-naphthyridin-6(5H)-yl)-2,3,8-trimethyl-4H-pyrimido[1,2-b]pyridazin-4-one FC=1C=NC=CC1NC=1C=NC=2CCN(CC2C1)C=1C(=CC=2N(N1)C(C(=C(N2)C)C)=O)C